C(C)(C)(C)OC(=O)N[C@H](C(=O)N1[C@@H]([C@@H]2C([C@@H]2C1)(C)C)C(=O)NC(C(=O)OC)C[C@H]1C(NCC1)=O)C(C)(C)C methyl 2-((1S,2S,5R)-3-((S)-2-((tert-butoxycarbonyl)amino)-3,3-dimethylbutanoyl)-6,6-dimethyl-3-azabicyclo[3.1.0]hexane-2-carboxamido)-3-((S)-2-oxopyrrolidin-3-yl)propanoate